N1(C=NC=C1)CC=1C=C(C2=C(C(N(CCO2)[C@H](C2=NC=CC(=C2)OC)C2CC2)=O)C1)C=1C(=NN(C1)CC)C(F)(F)F (S)-7-((1H-Imidazol-1-yl)methyl)-4-(cyclopropyl(4-methoxypyridin-2-yl)methyl)-9-(1-ethyl-3-(trifluoromethyl)-1H-pyrazol-4-yl)-3,4-dihydrobenzo[f][1,4]oxazepin-5(2H)-one